ClC=1C=C(C=C(C1)Cl)C=1C=CC=C2C(=C(C=NC12)C(=O)OCC)C1(CCOCC1)C(=O)OC ethyl 8-(3,5-dichlorophenyl)-4-(4-(methoxycarbonyl)tetrahydro-2H-pyran-4-yl)quinoline-3-carboxylate